(R)-4-methoxy-6-(piperidin-3-ylmethyl)pyrimidine COC1=NC=NC(=C1)C[C@@H]1CNCCC1